3-((4-(4-fluoro-2-methyl-1H-indol-5-yloxy)-6-methoxyquinazolin-7-yloxy)methyl)-N-methylcyclobutylamine FC1=C2C=C(NC2=CC=C1OC1=NC=NC2=CC(=C(C=C12)OC)OCC1CC(C1)NC)C